Cl.N[C@@H]1CC[C@H](OC1)CO ((2S,5R)-5-Aminotetrahydro-2H-pyran-2-yl)-methanol hydrochloride